fluorooxazolamide FC=1N=C(OC1)C(=O)N